ClC1=C(C(=CC=C1)F)NC(=O)C1=C(C=C(C=C1)N1N=C(N(C1=O)CC)C(=O)O)O[C@H](C(F)(F)F)C 1-(4-[(2-chloro-6-fluorophenyl)carbamoyl]-3-{[(2S)-1,1,1-trifluoroprop-2-yl]oxy}phenyl)-4-ethyl-5-oxo-4,5-dihydro-1H-1,2,4-triazole-3-carboxylic acid